(4,6-dimethoxypyrazolo[1,5-a]pyridin-2-yl)-N-methylimidazo[2,1-b][1,3,4]thiadiazol-2-amine COC=1C=2N(C=C(C1)OC)N=C(C2)C2=CN=C1SC(=NN12)NC